(2S,3R)-5,7-dihydroxy-2-(3,4,5-trihydroxyphenyl)chroman-3-yl 4-amino-3-hydroxybenzoate NC1=C(C=C(C(=O)O[C@H]2[C@@H](OC3=CC(=CC(=C3C2)O)O)C2=CC(=C(C(=C2)O)O)O)C=C1)O